3-(3,4-dimethoxyphenyl)-5-(hydroxymethyl)oxazolidin-2-one COC=1C=C(C=CC1OC)N1C(OC(C1)CO)=O